(2-(chloromethyl)naphthyl)-4-methylbenzenesulfonamide ClCC1=C(C2=CC=CC=C2C=C1)C1=C(C=CC(=C1)C)S(=O)(=O)N